NAPHTHYRIDINE C1=CC2=C(N=C1)N=CC=C2